3-methoxy-6-(2-methyloxyeth-2-yl)-2,3-dihydro-1H-isoindol-1-one COC1NC(C2=CC(=CC=C12)C(C)OC)=O